FC(CN1N=CC(=C1)C1=C(N=C2N(C1=O)C=CC=C2)C(F)(F)F)(C(F)(F)F)F 3-[1-(2,2,3,3,3-pentafluoropropyl)-1H-pyrazol-4-yl]-2-(trifluoromethyl)-4H-pyrido[1,2-a]pyrimidin-4-one